N(=NC(C#N)(CC)C)C(C#N)(CC)C azo-bis-(2-methyl-butyronitrile)